(5Z)-7-{(1R,4S,5S,6R)-6-[(1E,3S)-3-Hydroxyoct-1-en-1-yl]-2-oxabicyclo[2.2.1]heptan-5-yl}hept-5-enoic acid O[C@H](/C=C/[C@@H]1[C@H]([C@H]2CO[C@@H]1C2)C\C=C/CCCC(=O)O)CCCCC